(1R,4s)-4-(8-(2,6-difluorophenylamino)-2-((3R,4S)-3-fluorotetrahydro-2H-pyran-4-ylamino)-9H-purin-9-yl)cyclohexanecarboxamide FC1=C(C(=CC=C1)F)NC=1N(C2=NC(=NC=C2N1)N[C@@H]1[C@H](COCC1)F)C1CCC(CC1)C(=O)N